FC=1C=C(C=CC1)CN1N=CC(=C1NC=1SC(=CN1)C(=O)NC1=C(C(=CC=C1C)O)C)C 2-[[1-[(3-fluorophenyl)methyl]-4-methyl-pyrazol-5-yl]amino]-N-(3-hydroxy-2,6-dimethyl-phenyl)thiazole-5-carboxamide